NC=1SC2=C(N1)C=CC(=C2)N(C(=O)NC2=NC=CC=C2)CCN2CCOCC2 1-(2-aminobenzo[d]thiazol-6-yl)-1-[2-(4-morpholinyl)ethyl]-3-(pyridin-2-yl)urea